(1aRS,7bSR)-5-{2-[N-(4-dimethylaminobutyl)-N-methylamino]-benzenesulfonyl-amino}-1,1a,2,7b-tetrahydrocyclopropa-[c]benzopyran-4-carboxylic acid CN(CCCCN(C)C1=C(C=CC=C1)S(=O)(=O)NC1=C(C2=C([C@@H]3[C@H](CO2)C3)C=C1)C(=O)O)C |r|